diheptyl-tin dilaurate C(CCCCCCCCCCC)(=O)[O-].C(CCCCCCCCCCC)(=O)[O-].C(CCCCCC)[Sn+2]CCCCCCC